COC=1C(=C2C=CNC2=C(C1)C)CN1[C@@H](C[C@H](CC1)NC1COC1)C1=C(C(=O)O)C=CC=C1 (2S,4S)-(1-((5-methoxy-7-methyl-1H-indol-4-yl)methyl)-4-(oxetan-3-ylamino)piperidin-2-yl)benzoic acid